C(CCC=CCC)[Si](OC)(C)C 4-heptenyldimethylmethoxysilane